O=C1N(C(CC1)=O)C(C(=O)O)C1=CC=C(C=C1)C1=CC=C(C=C1)O.ClC1=C(C#N)C=C(C(=N1)CC=C=O)F 2-chloro-5-fluoro-6-(2-carbonylethyl)nicotinnitrile 2,5-dioxopyrrolidin-1-yl-2-(4'-hydroxy-[1,1'-biphenyl]-4-yl)acetate